4-((1H-1,2,4-triazol-1-yl)sulfonyl)-N-cyclohexylbenzamide N1(N=CN=C1)S(=O)(=O)C1=CC=C(C(=O)NC2CCCCC2)C=C1